N-(2,5-dimethyltetrahydrofuran-3-yl)-2-(1H-imidazol-1-yl)isonicotinamide CC1OC(CC1NC(C1=CC(=NC=C1)N1C=NC=C1)=O)C